FC=1C=C(C=NC1)C(C)N1N=C(C2=C1N=C(NC2=O)C2C(CC2)C2=NC=CC=N2)C#N 1-(1-(5-fluoropyridin-3-yl)ethyl)-4-oxo-6-(2-(pyrimidin-2-yl)cyclobutyl)-4,5-dihydro-1H-pyrazolo[3,4-d]pyrimidine-3-carbonitrile